C12C3C4C(CC(C3C(C=C1)C2)C4)C(=O)O tetracyclo[6.2.1.13,6.02,7]dodec-9-ene-4-carboxylic acid